CN1CCOCC1 N-Methylmorpholin